NC12CC(C1)(C2)[C@H](C)NC=2C=C(C=CC2C(F)(F)F)C2=NNC(O2)=O 5-[3-{[(1S)-1-(3-aminobicyclo[1.1.1]pentan-1-yl)ethyl]amino}-4-(trifluoromethyl)phenyl]-1,3,4-oxadiazol-2(3H)-one